BrC=1C=C2C(OCC=3C=C(N=CC3C3=CC(=C(C(NS(C(C1O)=C2)(=O)=O)=C3)OC)C)OC)=O 13-bromo-14-hydroxy-5,19-dimethoxy-20-methyl-16,16-dioxo-9-oxa-16λ6-thia-4,17-diazatetracyclo[16.3.1.111,15.02,7]tricosa-1(21),2(7),3,5,11,13,15(23),18(22),19-nonaen-10-one